1-(2-pyridyl)pyrazol-3-amine N1=C(C=CC=C1)N1N=C(C=C1)N